CN1NC(=NC1=O)C(=O)O 1-methyl-5-oxo-2H-1,2,4-triazole-3-carboxylic acid